(Z)-4,4-difluoro-1-(4-fluorophenyl)-3-hydroxyoct-2,7-dien-1-one FC(/C(=C/C(=O)C1=CC=C(C=C1)F)/O)(CCC=C)F